(S)-2-Bocamino-3,3-dimethylbutyric acid C(=O)(OC(C)(C)C)N[C@H](C(=O)O)C(C)(C)C